9-bromo-3-methyl-5,6-dihydrobenzo[f]imidazo[1,2-d][1,4]oxazepine BrC1=CC2=C(C=3N(CCO2)C(=CN3)C)C=C1